C1=CC=C2C(=C1)C=C3C(=N2)C=CC=C3C4=CC=CC5=NC6=CC=CC=C6C=C54 biacridine